C1=CC=C2C(=C1)C=CC=C2S(=O)(=O)O NaphthaleneSulphonic Acid